C(OC=1C(=NC=CC1OC)C(N[C@H](C(=O)N[C@H](C(C1=CC=C(C=C1)OC)C1=CC=C(C=C1)OC)C)C(C)C)=O)(OCC)=O 2-(((S)-1-(((S)-1,1-bis(4-methoxyphenyl)propan-2-yl)amino)-3-methyl-1-oxobutan-2-yl)carbamoyl)-4-methoxypyridin-3-yl ethyl carbonate